C(C)OC(CC1CCC(CC1)C(=O)O)=O 4-(2-ethoxy-2-oxoethyl)cyclohexane-1-carboxylic acid